CN(C)C=1C=C(C=C)C=CC1 3-(N,N'-dimethylamino)styrene